1-(2-t-butylcyclohexyloxy)butan-2-one C(C)(C)(C)C1C(CCCC1)OCC(CC)=O